CC1=NC(=CC(=N1)/C=C/C(=O)OCC)C ethyl (E)-3-(2,6-dimethylpyrimidin-4-yl)acrylate